C(C(C)C)(=O)O[C@@H]1[C@H](O[C@H](C1)N1C=2N=C(NC(C2N=C1)=S)N)CO (2R,3S,5R)-5-(2-amino-6-thioxo-1,6-dihydro-9H-purin-9-yl)-2-(hydroxymethyl)tetrahydrofuran-3-yl isobutyrate